4-(5-Aminopent-1-yn-1-yl)-2-(2,6-dioxopiperidin-3-yl)isoindole NCCCC#CC=1C2=CN(C=C2C=CC1)C1C(NC(CC1)=O)=O